CC1=NC(=CC=C1NC1CC2(C1)CC(C2)N)N2CCOC1(CCC1)C2 N2-(2-methyl-6-(5-oxa-8-azaspiro[3.5]nonan-8-yl)pyridin-3-yl)spiro[3.3]heptane-2,6-diamine